P(=O)(OC1=C(C2=C(C(C=C(O2)C2=C(C=CC=C2)Cl)=O)C(=C1)O)C1C(CN(CC1)C)O)(O)O 2-(2-chlorophenyl)-5-hydroxy-8-(3-hydroxy-1-methylpiperidin-4-yl)-4-oxo-4H-benzopyran-7-yl dihydrogen phosphate